2,5-dimethyl-9-trifluoromethyl-3,4-dihydro-2H-pyrano[2,3-b]quinoline CC1CCC=2C(=NC3=C(C=CC=C3C2C)C(F)(F)F)O1